(S)-methyl 2-(benzyloxy)propionate C(C1=CC=CC=C1)O[C@H](C(=O)OC)C